CC1=C(C(=NO1)C=1C=NC(=CC1)C)COC1=CC2=C(N=N1)CN(CC2)C(=O)N2CCOCC2 4-(3-{[5-methyl-3-(6-methylpyridin-3-yl)-1,2-oxazol-4-yl]methoxy}-5H,6H,7H,8H-pyrido[3,4-c]pyridazine-7-carbonyl)morpholine